ClC=1C=NC(=NC1)N[C@H]1CN(CC1)C(=O)C1=CC=C(C=C1)NC(C(CC)=C)=O (R)-N-(4-(3-((5-chloropyrimidin-2-yl)amino)pyrrolidine-1-carbonyl)phenyl)-2-methylenebutanamide